C(C)(C)(C)OC(=O)N1[C@H]2CN([C@@H](C1)C2)CC[C@H](CSC2=CC=CC=C2)NC2=C(C=C(C=C2)S(=O)(=O)N)S(=O)(=O)C(F)(F)F (1R,4R)-5-((R)-4-(phenylthio)-3-((4-aminosulfonyl-2-((trifluoromethyl)sulfonyl)phenyl)amino)butyl)-2,5-diazabicyclo[2.2.1]heptane-2-carboxylic acid tert-butyl ester